NCCNC(C1=C(C=C(C=C1C)NC=1C=2N(C=CN1)C(=CN2)C2=C(C(=C(C=C2)OC)F)F)F)=O N-(2-aminoethyl)-4-((3-(2,3-difluoro-4-methoxyphenyl)imidazo[1,2-a]pyrazin-8-yl)amino)-2-fluoro-6-methylbenzamide